C(C)(=O)OCC(=O)N1[C@@H](C=2C=NC=3C(=C(C(=CC3C2[C@@H]1C)OC)Cl)Cl)CN=[N+]=[N-] 2-((1S,3S)-3-(azidomethyl)-6,7-dichloro-8-methoxy-1-methyl-1,3-dihydro-2H-pyrrolo[3,4-c]quinolin-2-yl)-2-oxoethyl acetate